CN1N(C(=C(C1C#N)NC(C(F)(F)F)=O)C(=O)OC1CC(C1)NC1=NN2C(C=N1)=C(C=C2)C=2C=NC=1N(C2)C=CN1)C1=CC(=CC=C1)OC 3-((5-(imidazo[1,2-a]pyrimidin-6-yl)pyrrolo[2,1-f][1,2,4]triazin-2-yl)amino)cyclobutan-1-ol methyl-3-cyano-1-(3-methoxyphenyl)-4-(2,2,2-trifluoroacetamido)-1H-pyrazole-5-carboxylate